N1C=C(C2=CC=CC=C12)CC(CCCC)NC(=O)C=1NC2=CC(=CC=C2C1)N1CCN(CC1)C N-(1-(1H-indole-3-yl)hexane-2-yl)-6-(4-methylpiperazine-1-yl)-1H-indole-2-carboxamide